NC1CCC2=C(N(C=C21)C)C(=O)NC2=CC(=C(C=C2)F)Cl 4-amino-N-(3-chloro-4-fluorophenyl)-2-methyl-2,4,5,6-tetrahydrocyclopenta[c]pyrrole-1-carboxamide